ClC=1C=CC2=C(N=C(O2)N2CC3(C2)CC(C3)NC(=O)C=3OC(=CC3)NS(=O)(=O)C)C1 N-[2-(5-chloro-1,3-benzoxazol-2-yl)-2-azaspiro[3.3]heptane-6-yl]-5-[(R)-methylsulfonylamino]furan-2-carboxamide